COC1=CC=C(CN2C(N3C(=CC2=O)CCC3C)=O)C=C1 2-(4-methoxybenzyl)-7-methyl-6,7-dihydropyrrolo[1,2-c]pyrimidine-1,3(2H,5H)-dione